methylcyanoisopropyltrithiocarbonate CCC(C)([SH-]C([S-])=S)C#N